N=1NCN=C2C1C(NN2)=O 5,6-dihydro-3H-pyrazolo[3,4-e][1,2,4]triazin-7-one